4-[3-Methoxy-4-(2-phenylphenoxy)phenyl]-2H,4H,5H,6H,7H-pyrazolo[3,4-b]pyridin-6-one COC=1C=C(C=CC1OC1=C(C=CC=C1)C1=CC=CC=C1)C1C=2C(NC(C1)=O)=NNC2